CC1(C2C=CC(C1)C2)C(=O)OCC 2-methyl-2-ethoxycarbonylbicyclo[2.2.1]Hept-5-ene